O[C@H](CN1N=CC(=C1)C1=CC=CC(=N1)C(=O)NC=1C=C2C(=NC1N1CCCCC1)N=C(S2)N2CCOCC2)C (S)-6-(1-(2-hydroxypropyl)-1H-pyrazol-4-yl)-N-(2-morpholinyl-5-(piperidin-1-yl)thiazolo[4,5-b]pyridin-6-yl)pyridinecarboxamide